8-(3,3-difluorocyclopentyl)-N-(3-fluoro-5-(1-methyl-1H-pyrazol-4-yl)benzyl)-7H-purine-6-carboxamide FC1(CC(CC1)C1=NC2=NC=NC(=C2N1)C(=O)NCC1=CC(=CC(=C1)C=1C=NN(C1)C)F)F